3-methylphenyl 2,2-dimethyl-propyl ether CC(COC1=CC(=CC=C1)C)(C)C